2-chloro-4-(cyclobutoxy)pyrimidine (S)-methyl-1-(2-chlorophenyl)-2-oxocyclohexylmethylcarbamate CN(C(O)=O)C[C@@]1(C(CCCC1)=O)C1=C(C=CC=C1)Cl.ClC1=NC=CC(=N1)OC1CCC1